ClC1=NC(=C2N=CN(C2=N1)C(C)C)NCC1=CC=C(C=C1)C=1C(=CC=CC1)O 4'-(((2-chloro-9-isopropyl-9H-purin-6-yl)amino)methyl)-[1,1'-biphenyl]-2-ol